decane-1-amine hydrochloride Cl.C(CCCCCCCCC)N